(S)-1-(2,3-dihydrobenzofuran-5-yl)-5-(5-(3,5-dimethylisoxazol-4-yl)-1-((1r,4S)-4-methoxycyclohexyl)-1H-benzo[d]imidazol-2-yl)pyrrolidin-2-one O1CCC2=C1C=CC(=C2)N2C(CC[C@H]2C2=NC1=C(N2C2CCC(CC2)OC)C=CC(=C1)C=1C(=NOC1C)C)=O